4-[(1s,4r,5r)-5-{[5-cyclopropyl-3-(2,6-dichlorophenyl)-1,2-oxazol-4-yl]methoxy}-3-oxo-2-azabicyclo[2.2.1]heptan-2-yl]-2-fluorobenzoic acid C1(CC1)C1=C(C(=NO1)C1=C(C=CC=C1Cl)Cl)CO[C@H]1[C@@H]2C(N([C@H](C1)C2)C2=CC(=C(C(=O)O)C=C2)F)=O